N-(4-((6,7-dimethoxyquinazolin-4-yl)oxy)phenyl)-2-(3-methoxyphenyl)acetamide COC=1C=C2C(=NC=NC2=CC1OC)OC1=CC=C(C=C1)NC(CC1=CC(=CC=C1)OC)=O